1,3-bis(bis(2-benzimidazolylmethyl)aminomethyl)-benzene N1=C(NC2=C1C=CC=C2)CN(CC=2NC1=C(N2)C=CC=C1)CC1=CC(=CC=C1)CN(CC=1NC2=C(N1)C=CC=C2)CC=2NC1=C(N2)C=CC=C1